12-chloro-7-((dimethylamino)methyl)-10-fluoro-5-carbonyl-1,2,4a,5,6,7-hexahydro-8-oxa-3,5a,9,13c-tetraazanaphtho[3,2,1-de]anthracene-3(4H)-carboxylate ClC1=CC2=C3C=4N(CC(OC4N=C2C(=C1)F)CN(C)C)C(C1CN(CCN13)C(=O)[O-])=C=O